Ferrocenium Pyruvate C(C(=O)C)(=O)[O-].C1C=CC=C1.[CH-]1C=CC=C1.[Fe+2]